tert-butyl (4-bromo-2-(fluoromethylene)butyl)carbamate BrCCC(CNC(OC(C)(C)C)=O)=CF